(S)-3-(4-aminopyrazol-1-yl)tetrahydrofuran 3,3'-dithiobis(1-propanesulfonate) C(CCSSCCCS(=O)(=O)O)S(=O)(=O)O.NC=1C=NN(C1)[C@@H]1COCC1